FC1(CN(C1)CC1=NC=CC(=C1)C1CN(CCC1=O)C(=O)OC(C)(C)C)F tert-butyl 3-(2-((3,3-difluoroazetidin-1-yl) methyl) pyridin-4-yl)-4-oxopiperidine-1-carboxylate